C(N)(=O)CN1C(N(C2=C(C1=O)C(=C(S2)C(=O)OCC)C)C[C@@H](OC(C)C)C2=CC=CC=C2)=O ethyl 3-(carbamoylmethyl)-5-methyl-2,4-dioxo-1-[(2S)-2-phenyl-2-(prop-2-yloxy) ethyl]-1H,2H,3H,4H-thieno[2,3-d]pyrimidine-6-carboxylate